The molecule is a C20-gibberellin. It has a role as a plant metabolite. It is a dicarboxylic acid and a C20-gibberellin. It is a conjugate acid of a gibberellin A19(2-). C[C@]1(CCC[C@@]2([C@@H]1[C@@H]([C@]34[C@H]2CC[C@](C3)(C(=C)C4)O)C(=O)O)C=O)C(=O)O